NC1=NC=NN2C1=C(C=C2C=2C(=C(C(=O)N[C@@H]1CN(C[C@@H]1F)C(C(C(F)(F)F)C)=O)C(=CC2)C)F)C(F)(F)F 3-[4-amino-5-(trifluoromethyl)pyrrolo[2,1-f][1,2,4]triazin-7-yl]-2-fluoro-N-[(3R,4S)-4-fluoro-1-(3,3,3-trifluoro-2-methylpropanoyl)pyrrolidin-3-yl]-6-methylbenzamide